2-[(2E)-2-(aminomethyl)-3-fluoroprop-2-en-1-yl]-4-({5-[6-(piperidin-1-yl)pyridin-3-yl]thiophen-2-yl}methyl)-2,4-dihydro-3H-1,2,4-triazol-3-one hydrochloride Cl.NC/C(/CN1N=CN(C1=O)CC=1SC(=CC1)C=1C=NC(=CC1)N1CCCCC1)=C\F